O1CC12CC(C2)CNC(OCC2=CC=CC=C2)=O Benzyl (1-oxaspiro[2.3]hex-5-ylmethyl)carbamate